FC=1C=C(C=C(C1)F)N(C=1C=C2C(=NNC2=CC1)\C=C\C1=NC=CC=C1)C (E)-N-(3,5-difluorophenyl)-N-methyl-3-(2-(pyridin-2-yl)vinyl)-1H-indazol-5-amine